COC(=O)C=1C(=CC=2N(C1)C=C(N2)[C@H]2[C@@H](C2)F)OCC |r| rac-7-ethoxy-2-((1s,2r)-2-fluorocyclopropyl)imidazo[1,2-a]pyridine-6-carboxylic acid methyl ester